Ethyl 4,6-dichloro-nicotinate ClC1=CC(=NC=C1C(=O)OCC)Cl